10,10-difluoro-5-oxo-12-oxa-3-thia-6-azatricyclo[6.4.1.04,13]trideca-1,4(13),7-triene-7-carbaldehyde FC1(CC2=C(NC(C=3SC=C(OC1)C32)=O)C=O)F